CC1=CC=CC(=N1)C1=C(N=CN1)C=1C=C2C=C(C=NC2=CC1)C=1C=C(C(=O)O[C@@H]2CN(CC2)C)C=CC1 [(3S)-1-methylpyrrolidin-3-yl] 3-[6-[5-(6-methyl-2-pyridyl)-1H-imidazol-4-yl]-3-quinolyl]benzoate